N-(5-Chloro-1H-pyrrolo[3,2-b]pyridin-3-yl)-4,6-difluoro-1H-benzo[d]imidazol-2-amine formate C(=O)O.ClC1=CC=C2C(=N1)C(=CN2)NC2=NC1=C(N2)C=C(C=C1F)F